O1C2=C(OCC1)C=C(C=C2)C2C(C1=NNC(C=3C=C(C=C(C13)N2)F)=O)C=2NC=CN2 8-(2,3-dihydrobenzo[b][1,4]dioxin-6-yl)-5-fluoro-9-(1H-imidazol-2-yl)-2,7,8,9-tetrahydro-3H-pyrido[4,3,2-DE]phthalazin-3-one